C(C1=CC=CC=C1)OC(=O)NCOC(C)C N-benzyloxycarbonyl-(isopropoxymethyl)amine